O1COC2=C1C=CC(=C2)C2=NN(C(=C2)C2=CC(=CC=C2)Br)C 3-(1,3-Benzodioxol-5-yl)-5-(3-bromophenyl)-1-methyl-1H-pyrazole